ClC1=C(C=C(C=C1)CCO)C 2-(4-chloro-3-methylphenyl)ethan-1-ol